tert-butyl (2S)-4-[(2-{bis[(2,4-dimethoxyphenyl)methyl]amino}-1H-1,3-benzodiazol-6-yl)amino]-2-{[(tert-butoxy)carbonyl]amino}butanoate COC1=C(C=CC(=C1)OC)CN(C1=NC2=C(N1)C=C(C=C2)NCC[C@@H](C(=O)OC(C)(C)C)NC(=O)OC(C)(C)C)CC2=C(C=C(C=C2)OC)OC